BrC=1C2=C(C=3C(=NNC(C3C1)=O)C)C(N(C2C2=C(C=CC(=C2)F)Cl)CC2=CC=C(C=C2)OC)=O 6-Bromo-7-(2-chloro-5-fluorophenyl)-8-(4-methoxybenzyl)-1-methyl-7,8-dihydro-3H-pyrrolo[3,4-f]phthalazine-4,9-dione